4-(9,9'-spirobi[fluoren]-3-yl)-2,6-di(9H-carbazol-9-yl)benzonitrile C1=CC(=CC=2C3=CC=CC=C3C3(C12)C1=CC=CC=C1C=1C=CC=CC13)C1=CC(=C(C#N)C(=C1)N1C3=CC=CC=C3C=3C=CC=CC13)N1C3=CC=CC=C3C=3C=CC=CC13